OCCCCN1C(N(C(C1(C)C)=O)C=1C=C(C(=NC1)C#N)SC)=S 5-[3-(4-hydroxybutyl)-4,4-dimethyl-5-oxo-2-thioxo-imidazolidin-1-yl]-3-methylthio-pyridine-2-carbonitrile